(3-{[2-(4-Chlorophenyl)imidazo[1,2-a]pyridin-3-yl]methyl}-3,8-diazabicyclo[3.2.1]oct-8-yl)(4-methyl-1,3-thiazol-2-yl)methanon ClC1=CC=C(C=C1)C=1N=C2N(C=CC=C2)C1CN1CC2CCC(C1)N2C(=O)C=2SC=C(N2)C